C12(CC3CC(CC(C1)C3)C2)CN2N=CC(=C2C)C2=C(C=3C(CN(C3C=C2)C=2N=NC(=CC2)Cl)(C)C)C(=O)OC methyl 5-(1-(adamantan-1-ylmethyl)-5-methyl-1H-pyrazol-4-yl)-1-(6-chloropyridazin-3-yl)-3,3-dimethylindoline-4-carboxylate